NC=1N=CC(=C2C1N(N=C2)C)NC(C(=O)N2[C@H](COC[C@H]2C)C=2C=CC1=C(N=CS1)C2)=O N-(7-amino-1-methyl-1H-pyrazolo[3,4-c]pyridin-4-yl)-2-((3S,5R)-3-(benzo[d]thiazol-5-yl)-5-methylmorpholino)-2-oxoacetamide